BrC1=CC=C(C=C1)C(C1=NC(=NO1)CC(C(=O)O)=C)(F)F ((5-((4-bromophenyl)difluoromethyl)-1,2,4-oxadiazol-3-yl)methyl)acrylic acid